CC1(CC1)C(=O)N1CCCCC1 1-(1-methylcyclopropanecarbonyl)piperidin